C(C)(SCC(CC1=C(C=C(C=C1)C)C)NC(=O)OC(C)(C)C)=O S-(2-((tert-butoxycarbonyl) amino)-3-(2,4-dimethylphenyl) propyl) ethanethioate